ClC1=NC=C(C(=N1)NC=1C=CC2=C(NC(N2C)=O)C1)Cl 6-[(2,5-dichloro-pyrimidin-4-yl)amino]-3-methyl-1H-benzimidazol-2-one